N-[4-(2,4-difluorophenoxy)-3-(6-methyl-7-oxo-6,7-dihydro-1H-pyrrolo[2,3-c]pyridin-4-yl)phenyl]acetamide FC1=C(OC2=C(C=C(C=C2)NC(C)=O)C=2C3=C(C(N(C2)C)=O)NC=C3)C=CC(=C1)F